9-eicosyl-9-phosphabicyclo[3.3.1]nonane C(CCCCCCCCCCCCCCCCCCC)P1C2CCCC1CCC2